Cl.FC=1C=C(C=NC1)C=1C=C(C=CC1C)NC(=O)N1[C@H]2CN[C@@H](C1)C2 (1R,4R)-N-(3-(5-fluoropyridin-3-yl)-4-methylphenyl)-2,5-diazabicyclo[2.2.1]heptane-2-carboxamide hydrochloride